BrC1=CC=C(C=C1)OC1=C2C(C=C(OC2=CC=C1)C(=O)NN[C@@H](CC1=CC=CC=C1)C(=O)O)=O (5-((4-bromophenyl)oxy)-4-oxo-4H-chromene-2-carbonylamino)-L-phenylalanine